C(C)(C)OC(CCC(C)(C)C)=O 4,4-dimethylvaleric acid isopropyl ester